FC1=NC(=CC=C1C=1N(C2=CC=C(C=C2C1)O)C(=O)OC(C)(C)C)N1C[C@H](CCC1)OC t-Butyl 2-{2-fluoro-6-[(3S)-3-methoxypiperidin-1-yl]pyridin-3-yl}-5-hydroxy-1H-indole-1-carboxylate